C(C(C)C)(=O)NC=1NC(C=2N=CN([C@H]3C[C@H](OCSC)[C@@H](CO[Si](C)(C)C(C)(C)C)O3)C2N1)=O N2-isobutyryl-3'-O-methylthiomethyl-5'-O-tert-butyldimethylsilyl-2'-deoxyguanosine